CC1(N(CCC1)CCC(=O)NC=1C=C(C(=NC1)C)C=1N2C(SC1C1=C3C=NN(C3=CC=C1)C)=C(C=N2)C(=O)N)C (5-(3-(2,2-dimethylpyrrolidin-1-yl)propionamido)-2-methylpyridin-3-yl)-2-(1-methyl-1H-indazol-4-yl)pyrazolo[5,1-b]thiazole-7-carboxamide